(6Ar)-6,6,9-trimethyl-3-propyl-6a,7,10,10a-tetrahydrobenzo[c]chromen-1-ol CC1(OC=2C=C(C=C(C2C2[C@H]1CC=C(C2)C)O)CCC)C